(octahydro-4,7-methano-1H-indenyl)ethanol methacrylate C(C(=C)C)(=O)OC(C)C1CCC2C3CCC(C12)C3